FC1(CC(C1)NC(C1=CC=C(C=C1)CNC1=NC=NC2=C1SC=1N=NC(=C(C12)C)C)=O)F N-(3,3-difluorocyclobutyl)-4-[[(3,4-dimethylpyrimido[4',5':4,5]thieno[2,3-c]pyridazin-8-yl)amino]methyl]benzamide